C(#N)[C@H]1[C@@H](C1)C(=O)NC=1N=CC2=C(C=C(C=C2C1)C=1C=NC=CC1C(C)(F)F)N=C(C1=CC=CC=C1)C1=CC=CC=C1 |r| (±)-trans-2-cyano-N-(6-(4-(1,1-difluoroethyl)pyridin-3-yl)-8-(diphenylmethyleneamino)isoquinolin-3-yl)cyclopropanecarboxamide